3-[4-(1-formylpiperazin-4-yl)-benzylidene]-2-indolinone C(=O)N1CCN(CC1)C1=CC=C(C=C2C(NC3=CC=CC=C23)=O)C=C1